C(C)(C)(C)C1(CC=NC=C1)C(C)(C)C 4,4-di-tert-butylpyridin